2-amino-4,5-difluorophenol NC1=C(C=C(C(=C1)F)F)O